(5-((dimethylamino)methyl)-1,3-phenylene)bis(methylene)bis(8-(octanoyloxy)octanoate) CN(C)CC=1C=C(C=C(C1)CC(C(=O)[O-])CCCCCCOC(CCCCCCC)=O)CC(C(=O)[O-])CCCCCCOC(CCCCCCC)=O